(2S,4r)-1-((S)-2-(1-fluorocyclopropane-1-carboxamido)-3,3-dimethylbutyryl)-4-hydroxy-N-(2-hydroxy-4-(4-methylthiazol-5-yl)benzyl)pyrrolidine-2-carboxamide FC1(CC1)C(=O)N[C@H](C(=O)N1[C@@H](C[C@H](C1)O)C(=O)NCC1=C(C=C(C=C1)C1=C(N=CS1)C)O)C(C)(C)C